3-((4-ethylphenyl)sulfonyl)-N-(piperidin-1-yl)-6-(trifluoromethoxy)quinolin-4-amine C(C)C1=CC=C(C=C1)S(=O)(=O)C=1C=NC2=CC=C(C=C2C1NN1CCCCC1)OC(F)(F)F